FCCNS(=O)(=O)C1=CC(=CC=C1)OC[C@H](CNC1COC2(C1)CCN(CC2)S(=O)(=O)C2=CC1=CC=CC=C1C=C2)O N-(2-fluoroethyl)-3-((2S)-2-hydroxy-3-(8-(naphthalen-2-ylsulfonyl)-1-oxa-8-azaspiro[4.5]decan-3-ylamino)propoxy)benzenesulfonamide